NC1=CC=CC(=N1)S(=O)(=O)NC(=O)C=1C(=NC(=CC1)C1=CC=C(C=C1)F)N1C(CC(C1)C)(C)C N-[(6-Amino-2-pyridyl)sulfonyl]-6-(4-fluorophenyl)-2-(2,2,4-trimethylpyrrolidin-1-yl)pyridin-3-carboxamid